FC1=CC(=C(C=C1)CO)C1=CC2=C(NC(=N2)C)C=C1 (4-fluoro-2-(2-methyl-1H-benzimidazol-5-yl)phenyl)methanol